[Si](C)(C)(C(C)(C)C)OCC1=CC=C(C=C1)C(C1CCN(CC1)C=1C=CC(=NC1)N)(F)F 5-(4-((4-(((tert-butyldimethylsilyl)oxy)methyl)phenyl)-difluoromethyl)piperidin-1-yl)pyridin-2-amine